3-methylpentane-1,4-diamine CC(CCN)C(C)N